CC(=O)CCC(=O)O The molecule is an oxopentanoic acid with the oxo group in the 4-position. It has a role as a plant metabolite. It is a straight-chain saturated fatty acid and an oxopentanoic acid. It is a conjugate acid of a 4-oxopentanoate.